diphenoxyethanol fluorenediacrylate C=1(C(=CC=C2C3=CC=CC=C3CC12)C=CC(=O)O)C=CC(=O)O.O(C1=CC=CC=C1)C(C)(O)OC1=CC=CC=C1